N1(CCCCC1)S(=O)(=O)C=1C=C(C(=O)O)C=CC1 3-(piperidin-1-ylsulfonyl)benzoic acid